ethyl 3-(3-(4-((1-((2-ethoxy-2-oxoethyl)sulfonyl)-2-methylpropan-2-yl)oxy)-2-methyl-1-(2-methylhydrazineyl)-1-oxobutan-2-yl)phenyl)butanoate C(C)OC(CS(=O)(=O)CC(C)(C)OCCC(C(=O)NNC)(C)C=1C=C(C=CC1)C(CC(=O)OCC)C)=O